6-Methoxy-2-phenylbenzothiazole COC1=CC2=C(N=C(S2)C2=CC=CC=C2)C=C1